2,3-DIHYDRO-BENZOFURAN-6-CARBALDEHYDE O1CCC2=C1C=C(C=C2)C=O